1-{5-[2-(thieno[3,2-d]pyrimidin-4-ylamino)ethyl]-1,3-thiazol-2-yl}-3-[3-(trifluoromethyl)phenyl]urea N1=CN=C(C2=C1C=CS2)NCCC2=CN=C(S2)NC(=O)NC2=CC(=CC=C2)C(F)(F)F